C1(=C(C=CC=C1)N1CCCC2=CC=C(C=C12)COC1=CC=2C[C@@H]3[C@H](C2C=C1)[C@H]3C(=O)O)C (1S,1aS,6aR)-4-((1-(o-tolyl)-1,2,3,4-tetrahydroquinolin-7-yl)methoxy)-1,1a,6,6a-tetrahydrocyclopropa[a]indene-1-carboxylic acid